O1C(=CC=C1)C1=CC=2CC(N3C(C2C2=C1OCC2)CC(C(=C3)C(=O)OCC)=O)C(C)C Ethyl 4-(furan-2-yl)-7-isopropyl-11-oxo-2,6,7,11,12,12a-hexahydro-1H-furo[2,3-H]pyrido[2,1-a]isoquinoline-10-carboxylate